ClC1=CC=C2C(=CNC2=C1C1=NC(=CC=C1)C)S(=O)(=O)NC1=NC(=C(C(=N1)OC)CC(F)F)OC 6-chloro-N-[5-(2,2-difluoroethyl)-4,6-dimethoxy-pyrimidin-2-yl]-7-(6-methyl-2-pyridinyl)-1H-indole-3-sulfonamide